N1(CC1)C(=O)N 1-Aziridincarboxamid